4'-(benzo[d]thiazol-2-yl)-4''-(3,6-dimethyl-9H-carbazol-9-yl)-4-(3-methyl-9H-carbazol-9-yl)-5',6'-bis(4-(3-methyl-9H-carbazol-9-yl)phenyl)-[1,1':2',1''-terphenyl]-3'-carbonitrile S1C(=NC2=C1C=CC=C2)C2=C(C(=C(C(=C2C2=CC=C(C=C2)N2C1=CC=CC=C1C=1C=C(C=CC21)C)C2=CC=C(C=C2)N2C1=CC=CC=C1C=1C=C(C=CC21)C)C2=CC=C(C=C2)N2C1=CC=CC=C1C=1C=C(C=CC21)C)C2=CC=C(C=C2)N2C1=CC=C(C=C1C=1C=C(C=CC21)C)C)C#N